(2R,3R,4R,5S)-4-(4-chloro-2-fluorophenyl)-3-(3-chlorophenyl)-4-cyano-5-(2-ethyl-2-methylbutyl)pyrrolidine-2-carboxylic acid tert-butyl ester C(C)(C)(C)OC(=O)[C@@H]1N[C@H]([C@]([C@H]1C1=CC(=CC=C1)Cl)(C#N)C1=C(C=C(C=C1)Cl)F)CC(CC)(C)CC